F[P-](F)(F)(F)(F)F.C(CCCCC)N1C=[N+](C=C1)CC 1-n-hexyl-3-ethylimidazolium hexafluorophosphate salt